OC1=CC=C(C=C1)C=1CCN(CC1)C(=O)OC(C)(C)C tert-butyl 4-(4-hydroxyphenyl)-3,6-dihydro-2H-pyridine-1-carboxylate